4-(7-benzyl-6,7,8,9-tetrahydro-5H-pyrazino[2,3-d]azepin-2-yl)-1,4-oxazepane C(C1=CC=CC=C1)N1CCC2=C(CC1)N=CC(=N2)N2CCOCCC2